C1(CC1)C=1C=C(OC=2C(=CC=3N(C2)N=CC3)C3=NOC[C@H](N3)CC3=C(C=C(C=C3)C)C)C=CC1 |r| 6-(3-cyclopropylphenoxy)-5-[(5RS)-5-(2,4-dimethylbenzyl)-5,6-dihydro-4H-1,2,4-oxadiazin-3-yl]pyrazolo[1,5-a]pyridine